2-(p-dimethylaminostyryl)naphthalene CN(C1=CC=C(C=CC2=CC3=CC=CC=C3C=C2)C=C1)C